(3-(1-(6-(4-(3H-imidazo[4,5-b]pyridin-7-yl)-1H-pyrazol-1-yl)pyridin-3-yl)-2,2,2-trifluoro-1-hydroxyethyl)azetidin-1-yl)-3-oxopropanenitrile N1=CNC2=NC=CC(=C21)C=2C=NN(C2)C2=CC=C(C=N2)C(C(F)(F)F)(O)C2CN(C2)C(C#N)C=O